C(C)N1C2=C([C@H]([C@H](C1=O)NC(C1=CC(=CC=C1)C(F)(F)F)=O)C1=CC=C(C=C1)F)C(=NN2C2=CC=CC=C2)C(C(=O)O)=C 2-((4R,5R)-7-ethyl-4-(4-fluorophenyl)-6-oxo-1-phenyl-5-(3-(trifluoromethyl)benzamido)-4,5,6,7-tetrahydro-1H-pyrazolo[3,4-b]pyridin-3-yl)acrylic acid